N1C=CC=2C1=NC=CC2NC=2C=C(C=CC2N2CCNCC2)C#CC(C)(O)C=2SC=CN2 4-(3-((1H-pyrrolo[2,3-b]pyridin-4-yl)amino)-4-(piperazin-1-yl)phenyl)-2-(thiazol-2-yl)but-3-yn-2-ol